C1=C(C=CC2=CC=CC=C12)C=1C=NC2=C3N=C(C=C(C3=CC=C2C1C1=CC=CC=C1)C1=CC=CC=C1)C1=CC2=CC=CC=C2C=C1 3,9-bis(naphthalen-2-yl)-4,7-diphenyl-1,10-phenanthroline